methyl 4-(4-methylthiazol-5-yl)-2-oxocyclohex-3-ene-1-carboxylate CC=1N=CSC1C1=CC(C(CC1)C(=O)OC)=O